(5-Chlorothiazolo[5,4-b]pyridin-2-yl)carbamic acid tert-butyl ester C(C)(C)(C)OC(NC=1SC2=NC(=CC=C2N1)Cl)=O